N-(5-(2-((2-fluoro-4-(4-methylpiperazin-1-yl)phenyl)amino)quinazolin-8-yl)pyridin-3-yl)acrylamide FC1=C(C=CC(=C1)N1CCN(CC1)C)NC1=NC2=C(C=CC=C2C=N1)C=1C=C(C=NC1)NC(C=C)=O